2-[3-ethylsulfonyl-6-(trifluoromethyl)imidazo-[1,2-a]pyridin-2-yl]-3-methyl-6-(trifluoromethyl)imidazo[4,5-b]pyridine C(C)S(=O)(=O)C1=C(N=C2N1C=C(C=C2)C(F)(F)F)C2=NC=1C(=NC=C(C1)C(F)(F)F)N2C